CC1(CCC=2C(=NNC2C1)C1=NC=2C(=NC=C(C2)N(C(=O)C2(CCOCC2)F)C)N1)C N-(2-(6,6-Dimethyl-4,5,6,7-tetrahydro-1H-indazol-3-yl)-3H-imidazo[4,5-b]pyridin-6-yl)-4-fluoro-N-methyltetrahydro-2H-pyran-4-carboxamide